5-((5-nitrothiazol-2-yl)thio)-N-phenyl-1,3,4-thiadiazol-2-amine [N+](=O)([O-])C1=CN=C(S1)SC1=NN=C(S1)NC1=CC=CC=C1